Cl.ClC=1C(=C(C=CC1F)C(N)C=1C=NC(=CC1)C(F)(F)F)F (3-chloro-2,4-difluorophenyl)(6-(trifluoro-methyl)pyridin-3-yl)methanamine HCl